6-(4-Fluorophenyl)-5-(hydroxymethyl)isoindolin-1-one FC1=CC=C(C=C1)C1=C(C=C2CNC(C2=C1)=O)CO